(E)-2-(Azetidin-2-yl)-N-((1,2,3,5,6,7-hexahydro-s-indacen-4-yl)carbamoyl)ethen-1-sulfonamid N1C(CC1)/C=C/S(=O)(=O)NC(NC1=C2CCCC2=CC=2CCCC12)=O